BrC=1C=C(C=C2C(N(CC12)C1CCC(CC1)C(NC1=CC(=C(C=C1)C)OC)=O)=O)NC1CN(C1)C(=O)OC(C)(C)C tert-butyl 3-(7-bromo-2-((1s,4s)-4-(3-methoxy-4-methylphenylcarbamoyl)cyclohexyl)-3-oxoisoindolin-5-ylamino)azetidine-1-carboxylate